decyl-dimethyl-ammonium methyl-sulfate COS(=O)(=O)[O-].C(CCCCCCCCC)[NH+](C)C